N-(2-ethyl-6-(1-(methylsulfonyl)-1,2,3,6-tetrahydropyridin-4-yl)imidazo[1,2-a]pyridin-3-yl)-3-(4-fluorophenyl)-N-methyl-1,2,4-oxadiazol-5-amine C(C)C=1N=C2N(C=C(C=C2)C=2CCN(CC2)S(=O)(=O)C)C1N(C1=NC(=NO1)C1=CC=C(C=C1)F)C